N1N=CC(=C1)C1=CC=C(C=C1)[C@@H](CCN1CCC(CC1)O)NC(=O)C=1SC2=NC=3CC[C@@H](CC3C=C2N1)C1(CC1)C(F)(F)F (S)-N-((R)-1-(4-(1H-pyrazol-4-yl)phenyl)-3-(4-hydroxypiperidin-1-yl)propyl)-7-(1-(trifluoromethyl)cyclopropyl)-5,6,7,8-tetrahydrothiazolo[5,4-b]quinoline-2-carboxamide